C(C)(C)(C)OC(=O)N([C@@H](C(=O)OCC1=CC=CC=C1)CC=O)C (R)-benzyl 2-(tert-butoxycarbonyl(methyl)amino)-4-oxobutanoate